C(C)N(CCNC(=O)C1CCN(CC1)C1=NN=C(C=2C1=NN(C2C)C2=CC=CC=C2)C)CC N-(2-(diethylamino)ethyl)-1-(3,4-dimethyl-2-phenyl-2H-pyrazolo[3,4-d]pyridazin-7-yl)piperidine-4-carboxamide